FC(C(=O)O)(C1=CC(=CC=C1)OCCN1CCOCC1)F 2,2-difluoro-2-(3-(morpholinoethoxy)phenyl)acetic acid